2-((2-cyclopropyl-4-fluorophenyl)-amino)-4-(tri-fluoromethyl)-benzoate C1(CC1)C1=C(C=CC(=C1)F)NC1=C(C(=O)[O-])C=CC(=C1)C(F)(F)F